9,9-bis[4-(2-hydroxyethoxy)-3,5-di-n-butylphenyl]fluorene (±)-tert-butyl-(2-(methyl(2-((methylsulfinyl)methyl)-4-nitrophenyl)amino)ethyl)carbamate C(C)(C)(C)N(C(O)=O)CCN(C1=C(C=C(C=C1)[N+](=O)[O-])C[S@](=O)C)C.OCCOC1=C(C=C(C=C1CCCC)C1(C2=CC=CC=C2C=2C=CC=CC12)C1=CC(=C(C(=C1)CCCC)OCCO)CCCC)CCCC |r|